5-((5-chloro-2-(3-(trifluoromethyl)-1H-pyrazol-1-yl)pyrimidin-4-yl)amino)-3-(3-hydroxy-3-methylbutyl)-1-methyl-1,3-dihydro-2H-benzo[d]imidazol-2-one ClC=1C(=NC(=NC1)N1N=C(C=C1)C(F)(F)F)NC1=CC2=C(N(C(N2CCC(C)(C)O)=O)C)C=C1